[Cu+2].CN1C=[NH+]C=C1 1-methylimidazolium copper